C1CCCC2N1N1C(=CN2)C=CC=C1 hexahydrodipyrido[1,2-b:2',1'-f][1,2,4]triazine